3,4',5-trihydroxy-7-methoxy-8-isopentenyl-flavone OC1=C(OC2=C(C(=CC(=C2C1=O)O)OC)CCC(=C)C)C1=CC=C(C=C1)O